4-chloro-2-fluoro-3-methylbenzonitrile ClC1=C(C(=C(C#N)C=C1)F)C